diphenyl-4-thiophenyl-sulfonium hexafluorophosphate F[P-](F)(F)(F)(F)F.C1(=CC=CC=C1)[S+](C=1C=CSC1)C1=CC=CC=C1